C1(CC1)C=1N=C(SC1)CN1N=C(C=CC1=O)C1=CC=C(C=C1)OC(F)F 2-((4-cyclopropylthiazol-2-yl)methyl)-6-(4-(difluoromethoxy)phenyl)pyridazin-3(2H)-one